COC1=C(C=O)C=C(C(=C1)C1=CN(C(C2=CN=CC=C12)=O)C)OC 2,5-Dimethoxy-4-(2-methyl-1-oxo-1,2-dihydro-2,7-naphthyridin-4-yl)benzaldehyde